2-cyclopentylidenecyclopentanone C1(CCCC1)=C1C(CCC1)=O